2,3,5,6-tetrafluoro-4-bromophenol FC1=C(C(=C(C(=C1F)Br)F)F)O